Ethyl 6-(cyclopropylmethyl)-2-(trifluoromethyl)-6H-furo[2,3-b]pyrrole-5-carboxylate C1(CC1)CN1C2=C(C=C1C(=O)OCC)C=C(O2)C(F)(F)F